4-[(2-imino-2,3-dihydro-1,3-oxazol-3-yl)methyl]-N-{1-[3-(trifluoromethyl)phenyl]ethyl}-1H-1,3-benzodiazol-2-amine N=C1OC=CN1CC1=CC=CC=2NC(=NC21)NC(C)C2=CC(=CC=C2)C(F)(F)F